C1(CC1)OCC1(CC1)CO (1-(cyclopropoxymethyl)cyclopropyl)methanol